4-hydroxy-3-(5-(1-((2-(trimethylsilyl)ethoxy)methyl)-1H-1,2,4-triazol-5-yl)pyridin-3-yl)phenyl (cyclohexyl methyl)carbamate C1(CCCCC1)CNC(OC1=CC(=C(C=C1)O)C=1C=NC=C(C1)C1=NC=NN1COCC[Si](C)(C)C)=O